COC=1C=CC=C2C(=CNC12)CCN(CCC)CCC N-(2-(7-methoxy-1H-indol-3-yl)ethyl)-N-propyl-propan-1-amine